ClC1=CC=C(N=N1)C(=O)NC1CCC(CC1)N(C)C1=CC(=C(C=C1)C#N)Cl 6-chloro-N-((1r,4r)-4-((3-chloro-4-cyanophenyl)(methyl)amino)cyclohexyl)pyridazine-3-carboxamide